N[C@@H](CNC1=C(SC2=C1C=1N=CC(=NC1C=C2)O)C(=O)OC)C methyl (R)-9-((2-aminopropyl)amino)-3-hydroxythieno[3,2-f]quinoxaline-8-carboxylate